N-(1,8-dimethylimidazo[1,2-a]quinoxalin-4-yl)-1,2-ethanediamine hydrochloride Cl.CC1=CN=C2N1C1=CC(=CC=C1N=C2NCCN)C